O=C1NC(CC[C@@H]1N1C(C2=CC=C(C=C2C1)N1CCN(CC1)CC1CCN(CC1)C1=CC=C(C=C1)C1=C(CCCC2=C1C=CC(=C2)C(=O)O)C=2C=NC=CC2)=O)=O 5-[4-[4-[[4-[2-[(3S)-2,6-dioxo-3-piperidyl]-1-oxo-isoindolin-5-yl]piperazin-1-yl]methyl]-1-piperidyl]phenyl]-6-(3-pyridyl)-8,9-dihydro-7H-benzo[7]annulene-2-carboxylic acid